CC1=CN=NN1C=1C=CC=C(C1)O 5-(5-methyl-1H-1,2,3-triazol-1-yl)phenol